(S)-4-((2-(3,5-difluorophenoxy)ethyl)(4-(5,6,7,8-tetrahydro-1,8-naphthyridin-2-yl)butyl)amino)-2-((4-phenylpyridin-2-yl)amino)butanoic acid FC=1C=C(OCCN(CC[C@@H](C(=O)O)NC2=NC=CC(=C2)C2=CC=CC=C2)CCCCC2=NC=3NCCCC3C=C2)C=C(C1)F